dimethyl-di(2-methyl-4-(3,5-di-tert-butylphenyl)indenyl)silane C[Si](C1C(=CC2=C(C=CC=C12)C1=CC(=CC(=C1)C(C)(C)C)C(C)(C)C)C)(C1C(=CC2=C(C=CC=C12)C1=CC(=CC(=C1)C(C)(C)C)C(C)(C)C)C)C